C(C1=CC=CC=C1)OC1=C(C(=O)N2CC3=CC=C(C=C3C2)CN2CCNCC2)C=C(C(=C1)OCC1=CC=CC=C1)C(C)C 4-({2-[2,4-bis(benzyloxy)-5-(propan-2-yl)benzoyl]-2,3-dihydro-1H-isoindol-5-yl}methyl)piperazine